ClC=1C(=NC(=NC1)N1C[C@@H](N(CC1)C(=O)OC(C)(C)C)C)N1CC(C1)C(N(C)C(C)(C)C1=CN=C2N1C=CC=C2)=O tert-butyl (S)-4-(5-chloro-4-(3-((2-(imidazo[1,2-a]pyridin-3-yl)propan-2-yl)(methyl)carbamoyl)azetidin-1-yl)pyrimidin-2-yl)-2-methylpiperazine-1-carboxylate